5,6-dihydro-4H-benzo[f]pyrrolo[1,2-a][1,4]diazepine C1=CC=C2N1C1=C(CNC2)C=CC=C1